2-[(3R)-1-(3,4-dimethylpyrimidino[4',5':4,5]thieno[2,3-c]pyridazin-8-yl)pyrrolidin-3-yl]propan-2-ol CC1=C(C2=C(N=N1)SC1=C2N=CN=C1N1C[C@@H](CC1)C(C)(C)O)C